CO[C@@H]1[C@H](C2=CC=CC=C2C1)NC(\C=C\C1=CC=C2C=NN(C2=C1)C1OCCCC1)=O (2E)-N-[(1S,2S)-2-methoxy-2,3-dihydro-1H-inden-1-yl]-3-[1-(oxan-2-yl)indazol-6-yl]prop-2-enamide